CC=1SC(=NN1)CN1[C@H](CNCC1)C (S)-2-methyl-5-((2-methylpiperazine-1-yl)methyl)-1,3,4-thiadiazole